FC=1C=C(C=C(C1CO)F)O 3,5-difluoro-4-(hydroxymethyl)phenol